4-(3S)-3-piperidinyl-aniline N1C[C@@H](CCC1)C1=CC=C(N)C=C1